tert-butyl (R)-3-(3-(5-carbamoyloxazol-2-yl)-5-chlorophenyl)morpholine-4-carboxylate C(N)(=O)C1=CN=C(O1)C=1C=C(C=C(C1)Cl)[C@H]1N(CCOC1)C(=O)OC(C)(C)C